N[C@@H]1[C@@H](CCC1)NC(=O)C=1SC=2N=CC=C3N(C(NC1C23)=O)C2=NC=CC(=C2)C2=CC=CC=C2 N-((1R,2S)-2-Aminocyclopentyl)-4-oxo-5-(4-phenylpyridin-2-yl)-4,5-dihydro-3H-1-thia-3,5,8-triazaacenaphthylene-2-carboxamide